(E)-N-(1-Methyl-3-(2-(thiophen-3-yl)vinyl)-1H-pyrrolo[2,3-b]pyridin-5-yl)acrylamide CN1C=C(C=2C1=NC=C(C2)NC(C=C)=O)\C=C\C2=CSC=C2